COC(=O)C1=CC=C(C=C1)CCB(O)O 2-(4-methoxycarbonylphenyl)ethylboronic acid